ClC=1C(=NC(=C(C1)C#N)N1C[C@@H](C([C@@H](C1)C)O)C)NC=1C=C2C=C(C(N(C2=CC1)CCN(C)C)=O)OCC(=O)NC 2-((6-((3-chloro-5-cyano-6-((3S,4S,5R)-4-hydroxy-3,5-dimethylpiperidin-1-yl)pyridin-2-yl)amino)-1-(2-(dimethylamino)ethyl)-2-oxo-1,2-dihydroquinolin-3-yl)oxy)-N-methylacetamide